[Si](C1=CC=CC=C1)(C1=CC=CC=C1)(C(C)(C)C)OC1C(COC1)O 4-[(tert-Butyldiphenylsilyl)oxy]oxolan-3-ol